C(C)(C)(C)OOOOOOC(C)(C)C di(t-butyl peroxy) peroxide